C(C1=CC=CC=C1)C(C(=O)O)(C(=O)O)OC[C@H]1O[C@H]([C@@H]([C@@]1(O)C#C)O)N1C2=NC(=NC(=C2N=C1)NO)Cl 2-benzyl-2-(((2R,3S,4R,5R)-5-(2-chloro-6-(hydroxyamino)-9H-purin-9-yl)-3-ethynyl-3,4-dihydroxytetrahydrofuran-2-yl)methoxy)malonic acid